C(C)C(C(=O)OCC)(CC)NC(=O)C1=NC(=C(C=C1)N1CC(C1)OC)OC[C@@H]1[C@H](C1)CO ethyl 2-ethyl-2-[(6-{[(1S,2S)-2-(hydroxymethyl) cyclopropyl]methoxy}-5-(3-methoxyazetidin-1-yl)pyridin-2-yl)formamido]butanoate